3-((2-methoxyphenyl)amino)-3-oxopropanoic acid COC1=C(C=CC=C1)NC(CC(=O)O)=O